NC1=NC(=C2N=CN(C2=N1)CC1=C(C=C(C=C1F)[N+](=O)[O-])F)C=1C(=C(C#N)C=CC1)F 3-(2-amino-9-(2,6-difluoro-4-nitrobenzyl)-9H-purin-6-yl)-2-fluorobenzonitrile